ClC1=CC2=C(N(CCO2)C2CN(C2)C(=O)OC(C)(C)C)C(=C1)C1=C2C(=NC=C1)C=C(S2)CO tert-butyl 3-[7-chloro-5-[2-(hydroxymethyl)thieno[3,2-b]pyridin-7-yl]-2,3-dihydro-1,4-benzoxazin-4-yl]azetidine-1-carboxylate